methyl (1r,2'R,4R)-4-(3-chloroanilino)-6'-hydroxy-2'-{(2R)-2-methyl-3-[(thieno[3,2-b]pyridin-7-yl)oxy]propyl}-2',3'-dihydrospiro[cyclohexane-1,1'-indene]-4-carboxylate ClC=1C=C(NC2(CCC3([C@@H](CC4=CC=C(C=C34)O)C[C@H](COC3=C4C(=NC=C3)C=CS4)C)CC2)C(=O)OC)C=CC1